C(C)(C)(C)OC(=O)N1[C@H](C=2C(CC1)=NN(C2N2C(NC=C2)=O)C2=CC(=C(C(=C2)C)Cl)C)C (4S)-2-(4-chloro-3,5-dimethylphenyl)-4-methyl-3-(2-oxo-1H-imidazol-3-yl)-6,7-dihydro-4H-pyrazolo[4,3-c]Pyridine-5-carboxylic acid tert-butyl ester